C(C1=CC=CC=C1)(=O)OC[C@@H]1[C@]([C@@H](C(O1)CC(=O)O)CC(=O)O)(O)C#C (3R,4R,5R)-5-((benzoyloxy)methyl)-4-ethynyl-4-hydroxytetrahydrofuran-2,3-diacetic acid